C1CCC2=CC(=CC=C12)NC1=NC(=NC=C1C)NC1=CC=C(C=C1)N1CCN(CC1)C N4-(2,3-dihydro-1H-inden-5-yl)-5-methyl-N2-(4-(4-methylpiperazin-1-yl)phenyl)pyrimidine-2,4-diamine